BrC=1C=C(C=CC1NC=1C=NC(=CC1)C(F)(F)F)S(=O)(=O)N(C)CC1=CC=C(C=C1)OC 3-bromo-N-[(4-methoxyphenyl)methyl]-N-methyl-4-[[6-(trifluoromethyl)-3-pyridyl]amino]benzenesulfonamide